Acetic acid [(2s,3s,4e,6r,7r,10s)-10-hydroxy-3,7-dimethyl-12-oxo-2-[(2e,4e,6s)-6-pyridin-2-ylhept-2,4-dien-2-yl]-1-oxocyclododec-4-en-6-yl] ester O[C@H]1CC[C@H]([C@H](/C=C/[C@@H]([C@H](C(C(C1)=O)=O)\C(\C)=C\C=C\[C@H](C)C1=NC=CC=C1)C)OC(C)=O)C